methylthio-2-imidazoline hydroiodide I.CSN1C=NCC1